chromium-titanium oxide [O-2].[Ti+4].[Cr+3]